7,7,10-trimethyl-6a,7,12,12a-tetrahydro-6H,13H-chromeno[3',4':5,6]thiopyrano[4,3-b]quinolone CC1(C2C(NC3=CC(=CC=C13)C)C1=C(S(C2)=O)C=2C=CC=CC2OC1)C